(R)-N-(pyrrolidin-3-yl)-5-(trifluoromethyl)pyrimidin-2-amine N1C[C@@H](CC1)NC1=NC=C(C=N1)C(F)(F)F